CN(C=C(C(=O)[O-])[N+]#[C-])C 3-(dimethylamino)-2-isocyanoacrylate